N1(N=C(C=C1)C1N(CC(CC1)C)C(C(=O)NC=1C=NC(=C(C(=O)N)C1)OC)=O)C1=NNC=C1 5-(2-(2-(1'H-[1,3'-Bipyrazol]-3-yl)-5-methylpiperidin-1-yl)-2-oxoacetamido)-2-methoxynicotinamide